Rac-(3S,4S)-2'-(trifluoromethyl)-2,3,4,5-tetrahydro-[1,1'-biphenyl]-3,4-dicarboxylic Acid FC(C1=C(C=CC=C1)C=1C[C@@H]([C@H](CC1)C(=O)O)C(=O)O)(F)F |r|